N-butyl-N'-octyl-urea C(CCC)NC(=O)NCCCCCCCC